2-amino-8-benzylsulfanyl-3H-1-benzazepine NC1=NC2=C(C=CC1)C=CC(=C2)SCC2=CC=CC=C2